isoflavanol O1CC(C(C2=CC=CC=C12)O)C1=CC=CC=C1